tert-butyl 2-(2-chloroethyl)-2,6-diazaspiro[3.4]octane-6-carboxylate ClCCN1CC2(C1)CN(CC2)C(=O)OC(C)(C)C